CN1C(C(CC1)C1=CC=C(C=C1)C=1C=CC(=NC1)NC1=CC2=C(OC[C@@H]3N2C(CC3)=O)N=C1)=O (6aR)-2-((5-(4-(1-methyl-2-oxopyrrolidin-3-yl)phenyl)pyridin-2-yl)amino)-6,6a,7,8-tetrahydro-9H-pyrido[2,3-b]pyrrolo[1,2-d][1,4]oxazin-9-one